C1=CC(=CC(=C1)OC2=CC=C(C=C2)[N+](=O)[O-])[N+](=O)[O-] 3,4'-dinitrodiphenyl ether